N-((3-nitro-4-(((1-(oxetan-3-yl)piperidin-4-yl)methyl)amino)phenyl)sulfonyl)benzamide [N+](=O)([O-])C=1C=C(C=CC1NCC1CCN(CC1)C1COC1)S(=O)(=O)NC(C1=CC=CC=C1)=O